Cl.ClC1=CC=C(C[C@H]2CO[C@H](CN2C2CCC(CC2)C=2SC(=C(N2)C)C)C=2N=NN(C2)CCCC(=O)O)C=C1 4-(4-((2R,5S)-5-(4-chlorobenzyl)-4-(4-(4,5-dimethylthiazol-2-yl)cyclohexyl)morpholin-2-yl)-1H-1,2,3-triazol-1-yl)butanoic acid hydrochloride